CN(C[C@H](O)[C@@H](O)[C@H](O)[C@H](O)CO)C(CCCCCCCC)=O N-methyl-N-nonanoyl-D-glucamine